C(C)(C)(C)OC(=O)N[C@H](C(=O)OC)[C@H]1CCCC2(CC2)C1 Methyl (2S)-2-(tert-butoxycarbonylamino)-2-[(7S)-spiro[2.5]octan-7-yl]acetate